O1CCC(CC1)N1C=C2C=NNC(C2=CC1=O)=O 6-(tetrahydro-2H-pyran-4-yl)-2,6-dihydropyrido[3,4-d]pyridazin-1,7-dione